3-chloro-5-[[7-(trifluoromethylsulfonyl)-1H-indazol-4-yl]oxy]benzonitrile ClC=1C=C(C#N)C=C(C1)OC1=C2C=NNC2=C(C=C1)S(=O)(=O)C(F)(F)F